NC1=NC=CC2=CC=C(C=C12)C=1C=C2[C@@H](CC3(CCN(CC3)CCC)C2=CC1)OC1=C(C=CC=C1)CC(=O)OCC (R)-ethyl 2-(2-((5-(1-aminoisoquinolin-7-yl)-1'-propyl-2,3-dihydrospiro[indene-1,4'-piperidin]-3-yl)oxy)phenyl)acetate